2-methyl-4-sec-butylfuran CC=1OC=C(C1)C(C)CC